CC=1C=CC2=C(C(CO2)NC(=O)C=2C(NC(=CC2)C(F)(F)F)=O)C1 N-(5-methyl-2,3-dihydrobenzofuran-3-yl)-2-oxo-6-(trifluoromethyl)-1,2-dihydropyridine-3-carboxamide